BrC=1N=CC=2N(C1)N=CN2 6-Bromo-[1,2,4]triazolo[1,5-a]pyrazine